4-[(5-bromo-1-ethyl-1H-pyrazol-4-yl)methyl]-3-iodo-1-methyl-1H-pyrazole BrC1=C(C=NN1CC)CC=1C(=NN(C1)C)I